1,5-bis(isocyanatomethyl)cyclohexane N(=C=O)CC1CCCC(C1)CN=C=O